4-(4-Bromophenyl)-2-(4-chlorobenzyl)imidazole BrC1=CC=C(C=C1)C=1N=C(NC1)CC1=CC=C(C=C1)Cl